6-chloro-N-[5-(3,3-difluoropropyl)-4-methoxy-pyrimidin-2-yl]-7-fluoro-1H-indole-3-sulfonamide ClC1=CC=C2C(=CNC2=C1F)S(=O)(=O)NC1=NC=C(C(=N1)OC)CCC(F)F